NC1=CC=C(C(=C1C(=O)N(C)C)F)C=1C(=C2C(=NC1)NCC21CC(CC1)C1=NC=NN1)Cl 6-Amino-3-(4'-chloro-3-(1H-1,2,4-triazol-5-yl)-1',2'-dihydrospiro[cyclopentane-1,3'-pyrrolo[2,3-b]pyridin]-5'-yl)-2-fluoro-N,N-dimethylbenzamide